methyl 1-(5-aminopyrimidin-2-yl)-1,2,3,6-tetrahydropyridine-4-carboxylate NC=1C=NC(=NC1)N1CCC(=CC1)C(=O)OC